OC(C(=O)O)C(C(=O)O)O.C1(CC1)N1C=C(C(C2=CC(=C(C(=C12)F)C=1C=C2CCN(C2=CC1)CC=1C(=NC(=NC1)N)N)F)=O)C(=O)OCC Ethyl 1-cyclopropyl-7-(1-((2,4-diaminopyrimidin-5-yl)methyl)indolin-5-yl)-6,8-difluoro-4-oxo-1,4-dihydroquinoline-3-carboxylate 2,3-dihydroxysuccinate